[C@@H](C)(CC)NC(=O)[C@H]1CN[C@@H]2CC=3C4=C(C2=C1)C=CC=C4NC3 (6aR,9R)-N-((R)-sec-butyl)-4,6,6a,7,8,9-hexahydroindolo[4,3-fg]quinoline-9-carboxamide